COC(CC1=CC(=C(C=C1)O)CC(=C)C)=O 2-[4-hydroxy-3-(2-methylpropan-2-en-1-yl)phenyl]acetic acid methyl ester